ClC1=C(C=C(C=C1)Cl)OB(O)O 2,5-dichlorophenyl-boric acid